N-(1-(4-bromophenyl)-2-(cyclohexylamino)-2-oxoethyl)-N-(2-(methylthio)ethyl)-4-(pyridin-1-yl)butanamide BrC1=CC=C(C=C1)C(C(=O)NC1CCCCC1)N(C(CCCN1CC=CC=C1)=O)CCSC